(1-methyl-piperidin-4-yl)-pyrrolidin-1-yl-methanone CN1CCC(CC1)C(=O)N1CCCC1